C(C)(=O)C1=CC(=C(C(=O)O)C=C1)F 4-acetyl-2-fluorobenzoic Acid